CC1=C(C=O)C(=CC(=C1)O[Si](C(C)C)(C(C)C)C(C)C)C 2,6-dimethyl-4-((triisopropylsilyl)oxy)benzaldehyde